2-[(1-piperazinyl)carbonyl]butyronitrile N1(CCNCC1)C(=O)C(C#N)CC